COC=1C=C(C=CC1)NC(=N)N1CCNCC1 N-(3-methoxyphenyl)piperazine-1-carboximidamide